tert-butyl cis-1-(hydroxymethyl)-3-methyl-6-azabicyclo[3.1.1]heptane-6-carboxylate OCC12CC(CC(N1C(=O)OC(C)(C)C)C2)C